OCCCN1\C(\C(C2=CC=CC=C12)(C)C)=C\C=C\C=C\C1=[N+](C2=CC=CC=C2C1(C)C)CCCOC(C1=CC=CC=C1)(C1=CC=CC=C1)C1=CC(=CC=C1)OC 2-((1E,3E)-5-((E)-1-(3-hydroxypropyl)-3,3-dimethylindolin-2-ylidene)penta-1,3-dien-1-yl)-1-(3-((3-methoxyphenyl)diphenylmethoxy)propyl)-3,3-dimethyl-3H-indol-1-ium